FC(CNC(N[C@@H]1CC[C@H](OC1)CN1CCC2(CN(C2)C2=NC=NC=C2OC2=C(C(=O)N(C(C)C)CC)C=C(C=C2)F)CC1)=O)F 2-((4-(7-(((2S,5R)-5-(3-(2,2-difluoroethyl)ureido)tetrahydro-2H-pyran-2-yl)methyl)-2,7-diazaspiro[3.5]nonan-2-yl)pyrimidin-5-yl)oxy)-N-ethyl-5-fluoro-N-isopropylbenzamide